C(OC1=C(C=CC2=CC=CC=C12)C1=CC=CC=C1)([O-])=O phenyl-α-naphthyl carbonate